C(C)(C)(C)OC(=O)N1CCC(CC1)(C)N1N=C2C(=CC=CC2=C1)C(=O)N 4-[7-(aminocarbonyl)-2H-indazol-2-yl]-4-methylpiperidine-1-carboxylic acid tert-butyl ester